5-chloro-N-((R)-1-(2,4-dichlorophenyl)ethyl)-2-((3aR,6aS)-hexahydropyrrolo[3,4-c]pyrrol-2(1H)-yl)-6-methylpyrimidin-4-amine hydrochloride Cl.ClC=1C(=NC(=NC1C)N1C[C@@H]2CNC[C@@H]2C1)N[C@H](C)C1=C(C=C(C=C1)Cl)Cl